ClC1=C(C(=CC=C1)F)CN1C[C@@H](N(C[C@H]1C)C1=CC(N(C=2C=CC(=NC12)C#N)C)=O)C 8-[(2s,5r)-4-[(2-chloro-6-fluorophenyl)methyl]-2,5-dimethylpiperazin-1-yl]-5-methyl-6-oxo-5,6-dihydro-1,5-naphthyridine-2-carbonitrile